O=C1OCCC[C@]1(C(=O)OCC)C\C=C\C1=CC=C(C=C1)C Ethyl (R,E)-2-oxo-3-(3-(p-tolyl)allyl)tetrahydro-2H-pyran-3-carboxylate